1-tosyl-1H-indole S(=O)(=O)(C1=CC=C(C)C=C1)N1C=CC2=CC=CC=C12